C[Si](C(C(=O)OCCCCCCCCCC)C)(OC)OC decyl α-methyldimethoxysilylpropionate